N1=CC(=CC=C1)N1C[C@H](CCC1)NC(OC(C)(C)C)=O tert-butyl N-[(3S)-1-(pyridin-3-yl)piperidin-3-yl]carbamate